ClC(OC1=CC=C(C=C1)NC(=O)C1=CN(C(C(=C1)C#N)=O)C=1C=NN(C1)C)(F)F N-[4-(chlorodifluoromethoxy)phenyl]-5-cyano-1-(1-methyl-1H-pyrazol-4-yl)-6-oxo-1,6-dihydropyridine-3-carboxamide